6-[(2S)-2-aminopropyl]-4-{[(thiophen-2-yl)methyl]amino}thieno[3,2-d]pyrimidine N[C@H](CC1=CC=2N=CN=C(C2S1)NCC=1SC=CC1)C